C(#N)C(CCC(=O)O)(C)SC(=S)SCC 4-cyano-4-(((ethylthio)thiocarbonyl)thio)pentanoic acid